BrC=1C=CC(=C(NCCCCCCCC(=O)OC(C)(C)C)C1)[N+](=O)[O-] Tert-butyl 8-(5-bromo-2-nitro-anilino)octanoate